C(C)(C)(C)OC(=O)N1CCC=2C=C(C(=NC2C1)OCC1=C(C=C(C=C1F)Cl)F)C#N tert-butyl-2-((4-chloro-2,6-difluorobenzyl)oxy)-3-cyano-6,8-dihydro-5H-1,7-naphthyridine-7-carboxylate